C(CC(=O)O)CN The molecule is a gamma-amino acid that is butanoic acid with the amino substituent located at C-4. It has a role as a signalling molecule, a human metabolite, a Saccharomyces cerevisiae metabolite and a neurotransmitter. It is a gamma-amino acid and a monocarboxylic acid. It derives from a butyric acid. It is a conjugate acid of a gamma-aminobutyrate. It is a tautomer of a gamma-aminobutyric acid zwitterion.